BrC=1C=C2C=NNC2=C(C1I)F 5-bromo-7-fluoro-6-iodo-1H-indazole